3-ethyl-3-{[(oxiran-2-yl)methoxy]methyl}oxetan C(C)C1(COC1)COCC1OC1